ClC1=C(\C=N\O[C@H](C(=O)OC)CC)C=C(C(=C1)F)N1C(N(C(=CC1=O)C(F)(F)F)C)=O methyl (2S)-2-{[(E)-{2-chloro-4-fluoro-5-[3-methyl-2,6-dioxo-4-(trifluoromethyl)-3,6-dihydropyrimidin-1(2H)-yl]benzylidene} amino]oxy}butanoate